ClC=1C=CC(=C(C1)C1=C(N=CN1)C=1N=C2C=C(C=NC2=CC1)C=1C=NN(C1)CCNC)F 2-[4-[6-[5-(5-chloro-2-fluoro-phenyl)-1H-imidazol-4-yl]-1,5-naphthyridin-3-yl]pyrazol-1-yl]-N-methyl-ethanamine